tert-butyl ((1R,3S)-3-hydroxycyclohexyl)carbamate O[C@@H]1C[C@@H](CCC1)NC(OC(C)(C)C)=O